ethyl-10-hydroxy-cis-12-octadecenoic acid C(C)C(C(=O)O)CCCCCCCC(C\C=C/CCCCC)O